tert-Butyl 2-[8-[1-(2-tert-butoxycarbonylanilino)ethyl]-6-fluoro-3-methyl-4-oxo-chromen-2-yl]indole-1-carboxylate C(C)(C)(C)OC(=O)C1=C(NC(C)C=2C=C(C=C3C(C(=C(OC23)C=2N(C3=CC=CC=C3C2)C(=O)OC(C)(C)C)C)=O)F)C=CC=C1